Bis(diisopropylamino)(2-cyanoethoxy)phosphine C(C)(C)N(C(C)C)P(OCCC#N)N(C(C)C)C(C)C